C(C)OC(CN1C(C2=C(C=CC=C2C1)NC(=O)OC(C)(C)C)=O)=O 2-[7-(tert-butoxycarbonylamino)-1-oxo-isoindolin-2-yl]acetic acid ethyl ester